DIPHENYLHEXANE CCCCCC(C1=CC=CC=C1)C2=CC=CC=C2